5-chloro-2,3-difluoro-6-(methoxymethyl)benzoic acid methyl ester COC(C1=C(C(=CC(=C1COC)Cl)F)F)=O